2,2,2-trifluoro-N-(2,2,2-trifluoro-acetyl)-acetamide FC(C(=O)NC(C(F)(F)F)=O)(F)F